C1(NC(C2C3C4C(C(C12)C3)C4)=O)=O hexahydro-4,6-methanocyclopropa[f]isoindole-1,3(2H,3aH)-dione